NC(CN1CCN(CC1)C1=C(C=C2CN(C(C2=C1)=O)C1CCN(CC1)C)NC(=O)C=1C=NN2C1N=CC=C2)=O N-(6-(4-(2-amino-2-oxoethyl)piperazin-1-yl)-2-(1-methylpiperidin-4-yl)-1-oxoisoindolin-5-yl)pyrazolo[1,5-a]pyrimidine-3-carboxamide